BrC1=C2CNC(C2=CC=C1)C 4-bromo-1-methyl-2,3-dihydro-1H-isoindole